Uridine TriPhosphate P(O)(=O)(OP(=O)(O)OP(=O)(O)O)OC[C@@H]1[C@H]([C@H]([C@@H](O1)N1C(=O)NC(=O)C=C1)O)O